C(CCC)OC(CN1CCC(CC1)C(NCCCC1=NC=2NCCCC2C=C1)=O)=O 2-(4-(3-(5,6,7,8-tetrahydro-1,8-naphthyridin-2-yl)propylcarbamoyl)piperidin-1-yl)acetic acid butyl ester